3-[(4R)-2-oxooxazolidin-4-yl]propanoic acid O=C1OC[C@H](N1)CCC(=O)O